CC1=NC(=CC=C1S(=O)(=O)N1C[C@@H]2[C@H](C1)CC(C2)NC2CC1(COC1)C2)C(F)(F)F (3aR,5s,6aS)-2-((2-Methyl-6-(trifluoromethyl)pyridin-3-yl)sulfonyl)-N-(2-oxaspiro[3.3]heptan-6-yl)octahydrocyclopenta[c]pyrrol-5-amine